FC1=CC=C(C=C1)CN1C[C@H]2[C@@H]([C@H]1C)CN(C2)C2=CC(N(C=1C=CC(=NC21)C#N)C)=O 8-[(3aR,4R,6aR)-5-[(4-fluorophenyl)methyl]-4-methyl-1,3,3a,4,6,6a-hexahydropyrrolo[3,4-c]pyrrol-2-yl]-5-methyl-6-oxo-1,5-naphthyridine-2-carbonitrile